Ethyl (6R)-2-((2R)-1-((1-(5-chloropyrazin-2-yl) ethyl) amino) propan-2-yl)-5-(3,4-dichlorobenzoyl)-6-methyl-4,5,6,7-tetrahydro-2H-pyrazolo[4,3-c]pyridine-3-carboxylate ClC=1N=CC(=NC1)C(C)NC[C@@H](C)N1N=C2C(CN([C@@H](C2)C)C(C2=CC(=C(C=C2)Cl)Cl)=O)=C1C(=O)OCC